methyl 4-isopropoxy-2-methylpyridine-3-carboxylate C(C)(C)OC1=C(C(=NC=C1)C)C(=O)OC